OC(C)(C)C1=NC=CC(=C1)N1[C@H]([C@H](CC1)NS(=O)(=O)C)CO[C@@H]1CC[C@@H](CC1)C1=CC=CC=C1 N-((2R,3S)-1-(2-(2-hydroxypropan-2-yl)pyridin-4-yl)-2-((((CIS)-4-phenylcyclohexyl)oxy)-methyl)pyrrolidin-3-yl)methanesulfonamide